N[C@H](C(=O)O)CCCCNC(=O)C1NCCSC1 (2S)-2-amino-6-[(thiomorpholine-3-carbonyl)amino]hexanoic acid